1-(hydroxymethyl)-1H-pyrazole-4-carboxylic acid ethyl ester C(C)OC(=O)C=1C=NN(C1)CO